8-methyl-2-((pyrrolidin-3-ylthio)methyl)quinazolin-4(3H)-one trifluoroacetate FC(C(=O)O)(F)F.CC=1C=CC=C2C(NC(=NC12)CSC1CNCC1)=O